4-((4-(2',3',4',5'-tetrahydro-[1,1'-biphenyl]-4-yl)-1H-indazole-3-carboxamido)methyl)benzoic acid C1(=CC=C(C=C1)C1=C2C(=NNC2=CC=C1)C(=O)NCC1=CC=C(C(=O)O)C=C1)C=1CCCCC1